thiazolo[3,2-a]pyrimidinium S1C=C[N+]2=C1N=CC=C2